(E)-2-(4-(1,2-diphenyl-2-(4-(4,4,5,5-tetramethyl-1,3,2-dioxaborolan-2-yl)phenyl)vinyl)benzylidene)malononitrile C1(=CC=CC=C1)/C(=C(\C1=CC=C(C=C1)B1OC(C(O1)(C)C)(C)C)/C1=CC=CC=C1)/C1=CC=C(C=C(C#N)C#N)C=C1